CN1C(=CC=C1)C(CCC1=CC2=CC=CC=C2C=C1)=O 1-(N-methyl-pyrrol-2-yl)-3-(naphthalen-2-yl)propan-1-one